CC1=C(C(=CC=C1)C)C=1N=C(SC1C1=CC(=CC=C1)OCC(C)(C)C)NS(=O)(=O)C1=CSC=C1 N-(4-(2,6-Dimethylphenyl)-5-(3-(neopentyloxy)phenyl)thiazol-2-yl)thiophene-3-sulfonamide